N'-tetraphenyl-9H-carbazol-3,6-diamine C1(=CC=CC2=CC=C3C=C4C=CC=CC4=CC3=C12)NC=1C=C2C=3C=C(C=CC3NC2=CC1)N